O1C[C@H](CC1)N1C2=NC(=NC=C2N=C1NC1=C(C=C(C=C1F)F)F)N[C@@H]1CC[C@H](CC1)O 4-[[9-[(3S)-tetrahydro-3-furanyl]-8-[(2,4,6-trifluorophenyl)amino]-9H-purin-2-yl]amino]-trans-cyclohexanol